C(C(=C)C)(=O)ONCC N-methacryloxyethylamine